CC1=C(C(Cl)Cl)C=C(C=C1)C 2,5-dimethyl-chlorobenzyl chloride